4-[6-fluoro-7-(4-piperidyl)-3H-imidazo[4,5-b]pyridin-2-yl]-1-(trifluoromethyl)cyclohexanol FC=1C(=C2C(=NC1)NC(=N2)C2CCC(CC2)(O)C(F)(F)F)C2CCNCC2